Nα-(Phenyl-d5-acetyl)-L-glutamine C1(=C(C(=C(C(=C1[2H])[2H])[2H])[2H])[2H])CC(=O)N[C@@H](CCC(N)=O)C(=O)O